(S)-1-methyl-3-phenylpropylamine C[C@@H](CCC1=CC=CC=C1)N